dodecyl-dimethyl-ethoxyammonium chloride [Cl-].C(CCCCCCCCCCC)[N+](OCC)(C)C